BrC1=CC=C(S1)C1=NC(=NC(=N1)C1=CC=CC=C1)C1=CC=CC=C1 2-(5-bromothiophen-2-yl)-4,6-diphenyl-1,3,5-triazine